FC=1C(=CC(=C(C(=O)OC)C1)NC1=C(C(=CC=C1)F)C=O)C(F)(F)F methyl 5-fluoro-2-((3-fluoro-2-formylphenyl)amino)-4-(trifluoromethyl)benzoate